C(C)(C)N1N=CC(=C1)C(=O)N1CC2=C(C=C(C=C2CC1)C=1C=C2C(=NC1)NC=C2C)[C@H]2N(CCC2)C(=O)OC(C)(C)C tert-butyl (S)-2-(2-(1-isopropyl-1H-pyrazole-4-carbonyl)-6-(3-methyl-1H-pyrrolo[2,3-b]pyridin-5-yl)-1,2,3,4-tetrahydroisoquinolin-8-yl)pyrrolidine-1-carboxylate